4-(4-(3-chlorophenylsulfonyl)-3,4-dihydro-2H-pyrido[4,3-b][1,4]oxazine-8-yl)benzonitrile ClC=1C=C(C=CC1)S(=O)(=O)N1C2=C(OCC1)C(=CN=C2)C2=CC=C(C#N)C=C2